1-(4-vinylbenzyl)-3,3'-undecamethylenebis(5-amino-1H-1,2,4-triazole) C(=C)C1=CC=C(CC(CCCCCCCCCCC2=NNC(=N2)N)C2=NNC(=N2)N)C=C1